CC(C)(C)C=1C=C(C=C(C1O)C(C)(C)C)CN1C(NC(NC1=O)=O)=O [3,5-bis(1,1-dimethylethyl)-4-hydroxyphenyl]methyl-1,3,5-triazine-2,4,6(1H,3H,5H)-trione